COC1=CC=C(CN2N=CC(=C(C2=O)C(F)(F)F)N[C@H](COC(C(=O)O)C)C)C=C1 2-((S)-2-((1-(4-methoxybenzyl)-6-oxo-5-(trifluoromethyl)-1,6-dihydropyridazin-4-yl)amino)propoxy)propanoic acid